O=C1NC(CCC1N1C(C2=CC=CC(=C2C1=O)NCC=1C=NN(C1)C1CCN(CC1)C(=O)OCC)=O)=O ethyl 4-(4-(((2-(2,6-dioxopiperidin-3-yl)-1,3-dioxoisoindolin-4-yl)amino)methyl)-1H-pyrazol-1-yl)piperidine-1-carboxylate